(3-([1,2,4]triazolo[1,5-a]pyridin-7-yl)-1H-pyrrolo[2,3-b]pyridin-5-yl)(3-methyl-3,8-diazabicyclo[3.2.1]octan-8-yl)methanone N=1C=NN2C1C=C(C=C2)C2=CNC1=NC=C(C=C12)C(=O)N1C2CN(CC1CC2)C